(6,8-Dihydro-5H-[1,2,4]triazolo[3,4-c][1,4]oxazin-3-yl)(4-(2-(trifluoromethyl)phenyl)piperidin-1-yl)methanone N=1N=C(N2C1COCC2)C(=O)N2CCC(CC2)C2=C(C=CC=C2)C(F)(F)F